ClC=1C=C(CC=2C=CC(=NC2)NC(=O)C2=NC=C(C=C2)C#N)C=CC1F N-(5-(3-chloro-4-fluorobenzyl)pyridin-2-yl)-5-cyanopyridineamide